FC=1C=C(C=CC1)C[C@@H](C(=O)O)NC(CCCCCCC)=O (S)-3-(3-fluorophenyl)-2-octanamidopropanoic acid